(S)-ethyl (2-((1-(5-(4-isopropylphenyl)-1,2,4-oxadiazol-3-yl)ethyl)carbamoyl)-4-methoxypyridin-3-yl) carbonate C(OCC)(OC=1C(=NC=CC1OC)C(N[C@@H](C)C1=NOC(=N1)C1=CC=C(C=C1)C(C)C)=O)=O